NC=1C=CC(=C2CN(C(C12)=O)CC(C(=O)N)=C)C1=CC(=C(C=C1)O)Cl 2-{[7-amino-4-(3-chloro-4-hydroxyphenyl)-1-oxo-2,3-dihydro-1H-isoindol-2-yl]methyl}prop-2-enamide